C(N)(=O)C1=CC(=C(C=2C3=C(NC12)CCS(C3)=O)C3=C1CCN(CC1=CC=C3)C(=O)OC(C)(C)C)F tert-butyl 5-(6-carbamoyl-8-fluoro-2-oxido-1,3,4,5-tetrahydrothiopyrano[4,3-b]indol-9-yl)-3,4-dihydroisoquinoline-2(1H)-carboxylate